N-[2-(1-methylpyrrolidin-2-yl)imidazo[1,2-a]pyridin-6-yl]-4-(1H-1,2,4-triazol-1-yl)benzamide CN1C(CCC1)C=1N=C2N(C=C(C=C2)NC(C2=CC=C(C=C2)N2N=CN=C2)=O)C1